1-(4-((2R,4s,6S)-2-cyano-7-((5-methoxy-7-methyl-1H-indol-4-yl)methyl)-7-azaspiro[3.5]nonan-6-yl)benzoyl)-3-methylpyrrolidine-3-carboxylic acid C(#N)C1CC2(C1)C[C@H](N(CC2)CC2=C1C=CNC1=C(C=C2OC)C)C2=CC=C(C(=O)N1CC(CC1)(C(=O)O)C)C=C2